7-(4-chlorophenyl)-8-(2-chloropyridin-3-yl)-1-methyl-3H-purine-2,6-dione ClC1=CC=C(C=C1)N1C(=NC=2NC(N(C(C12)=O)C)=O)C=1C(=NC=CC1)Cl